ClC1=C2C(=NC(=C1)C(=O)OC)SC=C2 methyl 4-chlorothieno[2,3-b]pyridine-6-carboxylate